[Pd].NC=1N=C(SC1C(=O)C1=CC(=NO1)C(=O)N1CCOCC1)N(C1=CC=C(C=C1)F)C(C(=O)N)C (N-[4-amino-5-[3-(morpholine-4-carbonyl)isoxazole-5-carbonyl]thiazol-2-yl]-4-fluoro-anilino)propanamide palladium